O=C1N(CCN1C1=CC=CC=C1)C1CN(CCC1)C=1N=NC(=CN1)C(=O)N 3-(3-(2-oxo-3-phenylimidazolin-1-yl)piperidin-1-yl)-1,2,4-Triazine-6-carboxamide